((6-(azetidine-1-carbonyl)-[1,2,4]triazolo[1,5-a]pyridin-2-yl)amino)-6-(cyclopropanecarboxamido)-N-methylpyridazine-3-carboxamide N1(CCC1)C(=O)C=1C=CC=2N(C1)N=C(N2)NC2=C(N=NC(=C2)NC(=O)C2CC2)C(=O)NC